BrC1=CC=2C(=NN(C2)C2C(CN(CC2)C(=O)[O-])F)S1 4-(5-bromo-2H-thieno[2,3-c]pyrazol-2-yl)-3-fluoropiperidine-1-carboxylate